N,N-dimethyl-n-octylamine CN(C)CCCCCCCC